azo-methane N(=NC)C